4-chloro-2,2,8-trimethyl-2H-benzo[e][1,3]oxazine ClC1=NC(OC2=C1C=CC=C2C)(C)C